1,1,1-tris[2-(tert-butylperoxy-carbonyloxy)ethoxymethyl]propane C(C)(C)(C)OOC(=O)OCCOCC(CC)(COCCOC(=O)OOC(C)(C)C)COCCOC(=O)OOC(C)(C)C